di-(2-pyridyl)(diphenylphosphino)amine N1=C(C=CC=C1)N(P(C1=CC=CC=C1)C1=CC=CC=C1)C1=NC=CC=C1